(7-propyl-5,6,7,8-tetrahydro-1,6-naphthyridin-2-yl)phosphonic Acid Hydrochloride Cl.C(CC)C1NCC=2C=CC(=NC2C1)P(O)(O)=O